2-methylthiopyrimidine-4,5,6-triamine CSC1=NC(=C(C(=N1)N)N)N